4-nitrobenzenesulfonic acid-(1,1,1-trideuteromethyl) ester [2H]C([2H])([2H])OS(=O)(=O)C1=CC=C(C=C1)[N+](=O)[O-]